C1(CC1)CN1C(NC2(C1=O)CNC(C2)C(=O)O)=O 3-(cyclopropylmethyl)-2,4-dioxo-1,3,7-triazaspiro[4.4]nonane-8-carboxylic acid